6-chloro-N-[1-methyl-5-(5-morpholino-1H-benzimidazol-2-yl)pyrazol-3-yl]pyridine-3-carboxamide ClC1=CC=C(C=N1)C(=O)NC1=NN(C(=C1)C1=NC2=C(N1)C=CC(=C2)N2CCOCC2)C